C1=CC=CC=2CC=3C4=C(C=5C(=CC=CC5C=C4C=CC3)N)C12 naphtho[1,2,3-fg]anthracen-13-amine